N(=[N+]=[N-])C(=O)[C@H](O)[C@@H](O)[C@H](O)[C@H](O)CO 1-azidoglucose